(3-fluoroazetidin-1-yl)-[5-(2-fluorophenyl)-6,7-dihydro-5H-pyrrolo[1,2-b][1,2,4]triazol-2-yl]methanone FC1CN(C1)C(=O)C=1N=C2N(N1)C(CC2)C2=C(C=CC=C2)F